tert-butyl 2-[(1-benzyloxycarbonylazetidin-3-yl)methyl]-2,7-diazaspiro[3.5]nonane-7-carboxylate C(C1=CC=CC=C1)OC(=O)N1CC(C1)CN1CC2(C1)CCN(CC2)C(=O)OC(C)(C)C